6-((2,6-dimethyl-pyrimidin-4-yl)amino)-N-ethoxy-4-((2-methoxy-3-(1-methyl-1H-pyrazol-4-yl)phenyl)amino)nicotinamide CC1=NC(=CC(=N1)NC1=NC=C(C(=O)NOCC)C(=C1)NC1=C(C(=CC=C1)C=1C=NN(C1)C)OC)C